NC1=C2C(=NCN1C1=CC=CC=C1S(=O)(=O)CCC(=O)N)C=CN2C2=CC(=C(C=C2)OC2=NC(=CC=C2)C)F 6-(4-amino-5-(3-fluoro-4-((6-methylpyridin-2-yl)oxy)phenyl)-5H-pyrrolo[3,2-d]pyrimidin-3-yl)-3-(benzenesulfonyl)propionamide